BrCC1=CN=CC(=N1)NC1C(NC(CC1)=O)=O 3-((6-(Bromomethyl)pyrazin-2-yl)amino)piperidine-2,6-dione